C(#N)C1=CC=C(C=C1)C(C(C(=O)OCC)Br)Br ethyl 3-(4-cyanophenyl)-2,3-dibromopropionate